ethyl 2-{6-[(6-{[(tert-butoxy)carbonyl]amino}hexyl)oxy]pyridin-3-yl}acetate C(C)(C)(C)OC(=O)NCCCCCCOC1=CC=C(C=N1)CC(=O)OCC